(2R)-2-amino-3-cyclobutyl-N-[2-(3-hydroxy-4-methoxyphenyl)ethyl]Propionamide N[C@@H](C(=O)NCCC1=CC(=C(C=C1)OC)O)CC1CCC1